(6-azaspiro[2.5]oct-6-yl)-4-(S-cyclopropylsulfonyl)amino-N-(2-(4,4-difluoro-1-piperidinyl)-6-methyl-4-pyrimidinyl)benzamide C1CC12CCN(CC2)C2=C(C(=O)NC1=NC(=NC(=C1)C)N1CCC(CC1)(F)F)C=CC(=C2)NS(=O)(=O)C2CC2